C(#N)C1=CC=C(C=C1)[C@@H]1CN(CC[C@H]1CC1=C2C=CN(C2=C(C=C1C)C)C(=O)OC(C)(C)C)C tert-butyl 4-(((3R,4R)-3-(4-cyanophenyl)-1-methylpiperidin-4-yl) methyl)-5,7-dimethyl-1H-indole-1-carboxylate